tert-butyl (2R,5S)-5-methyl-2-[3-[[(3S)-1-methylpyrrolidin-3-yl]methoxy]phenyl]piperidine-1-carboxylate C[C@H]1CC[C@@H](N(C1)C(=O)OC(C)(C)C)C1=CC(=CC=C1)OC[C@@H]1CN(CC1)C